benzyl (4-(1-(6-((tert-butyldimethylsilyl)oxy)spiro[3.3]heptan-2-yl)piperidin-4-yl)-3-fluorophenyl)carbamate [Si](C)(C)(C(C)(C)C)OC1CC2(CC(C2)N2CCC(CC2)C2=C(C=C(C=C2)NC(OCC2=CC=CC=C2)=O)F)C1